N-((2,6-diisopropylphenyl)carbamoyl)-1-methyl-5-(trifluoromethyl)-1H-pyrazole-3-sulfonamide C(C)(C)C1=C(C(=CC=C1)C(C)C)NC(=O)NS(=O)(=O)C1=NN(C(=C1)C(F)(F)F)C